COC1CC(C1)(C1=NN=CN1C)C=1C=C(C=CC1)N1C(C2=CC=CC(=C2C1)C(F)(F)F)=O 2-(3-((1r,3S)-3-methoxy-1-(4-methyl-4H-1,2,4-triazol-3-yl)cyclobutyl)phenyl)-4-(trifluoromethyl)isoindolin-1-one